OCCN1CCC(CC1)C=1C=CC=2N(C(C=C(N2)C=2C=C3C=NN(C3=CC2)C)=O)C1 7-[1-(2-hydroxyethyl)piperidin-4-yl]-2-(1-methyl-1H-indazol-5-yl)-4H-pyrido[1,2-a]pyrimidin-4-one